CC1=CC=C(S1)C=1/C(/N=C(C1)C1=CC=CC=C1)=N/C=1NC(=CC1C=1SC(=CC1)C)C1=CC=CC=C1 (Z)-3-(5-methylthiophene-2-yl)-N-(3-(5-methylthiophene-2-yl)-5-phenyl-1H-pyrrol-2-yl)-5-phenyl-2H-pyrrol-2-imine